[V].[Cd].NC=1C=C(C=CC1F)C(CCC1CC1)(N[S@](=O)C(C)(C)C)C1=C(C(=O)N)C=CC=C1 (-)-(1-(3-amino-4-fluorophenyl)-3-cyclopropyl-1-((R)-1,1-dimethylethylsulphinamido)propyl)benzamide cadmium-vanadium